3,5-di-tert-butyl-4-hydroxy-phenyl-propionamide C(C)(C)(C)C=1C=C(C=C(C1O)C(C)(C)C)C(C(=O)N)C